methyl (2R)-3-{3-bromo-2-[(4-methoxyphenyl)methoxy]phenyl}-2-[(tert-butoxycarbonyl)amino]propanoate BrC=1C(=C(C=CC1)C[C@H](C(=O)OC)NC(=O)OC(C)(C)C)OCC1=CC=C(C=C1)OC